2,4,6-tribromophenol sodium [Na].BrC1=C(C(=CC(=C1)Br)Br)O